(2S,6R)-2-(1-cyclopropylpyrazol-4-yl)-4-[7-[2-fluoro-4-(trifluoromethyl)phenyl]-2-methylsulfanyl-thiazolo[4,5-d]pyrimidin-5-yl]-6-methyl-morpholine C1(CC1)N1N=CC(=C1)[C@H]1CN(C[C@H](O1)C)C=1N=C(C2=C(N1)N=C(S2)SC)C2=C(C=C(C=C2)C(F)(F)F)F